ClC1=CC=C(CN2C3(CN(C3)C3=CN=NC=C3)C(N(CC2=O)C(C)C)=O)C=C1 5-(4-chlorobenzyl)-8-isopropyl-2-(pyridazin-4-yl)-2,5,8-triazaspiro[3.5]nonane-6,9-dione